C(C=C)(=O)N1C[C@@H](N(C[C@H]1C)C=1C2=C(N(C(N1)=O)C=1C(=NC=CC1F)C(C)C)CN(CC2)C2=C(C=CC=C2OC)F)C ((2s,5r)-4-propenoyl-2,5-dimethylpiperazin-1-yl)-1-(4-fluoro-2-isopropylpyridin-3-yl)-7-(2-fluoro-6-methoxyphenyl)-5,6,7,8-tetrahydropyrido[3,4-d]pyrimidin-2(1H)-one